ClC=1C=C2C(=C3C4(NC(NC13)=O)CCCCC4)OC(=C2)C(=O)NC(CO)CC2=CC=CC=C2 5'-chloro-N-(1-hydroxy-3-phenylpropan-2-yl)-7'-oxo-7',8'-dihydro-6'H-spiro[cyclohexane-1,9'-furo[2,3-f]quinazoline]-2'-carboxamide